5-(1-(1-cyclopentyloxy)ethoxycarbonyl)-7-oxo-bicyclo[2.2.1]Hept-2-ene C1(CCCC1)OC(C)OC(=O)C1C2C=CC(C1)C2=O